tert-butyl 4-(4-bromophenyl)-4-carbamoylpiperidine-1-carboxylate BrC1=CC=C(C=C1)C1(CCN(CC1)C(=O)OC(C)(C)C)C(N)=O